2-((2-methylbenzyl)thio)-1-(pyridin-2-yl)-1H-indole CC1=C(CSC=2N(C3=CC=CC=C3C2)C2=NC=CC=C2)C=CC=C1